[1-({[tert-butyl(dimethyl)silyl]oxy}methyl)cyclopentyl]acetaldehyde [Si](C)(C)(C(C)(C)C)OCC1(CCCC1)CC=O